N-[5-(2-cyanophenyl)-1H-indazol-3-yl]-1-methylpiperidine-4-carboxamide p-toluenesulfonate CC1=CC=C(C=C1)S(=O)(=O)O.C(#N)C1=C(C=CC=C1)C=1C=C2C(=NNC2=CC1)NC(=O)C1CCN(CC1)C